dioxo-5,7-diazaspiro[3.5]nonane-2-carboxylic acid O=C1C(C(C12NCNCC2)=O)C(=O)O